CC(CSC(=O)C)C(=O)O D-β-acetylthioisobutyric acid